Nitro-oleate [N+](=O)([O-])C(C(=O)[O-])CCCCCC\C=C/CCCCCCCC